COC1=NC(=CC(=C1)C=1N=C(SC1)NC1=CC(=C(C=C1)S(=O)(=O)C)C(F)(F)F)OC (2,6-Dimethoxypyridin-4-yl)-N-(4-(methylsulfonyl)-3-(trifluoromethyl)phenyl)thiazol-2-amine